tert-butyl 1-[3-methyl-1-(1-methyl-2,6-dioxo-3-piperidyl)-2-oxo-benzimidazol-5-yl]piperidine-4-carboxylate CN1C(N(C2=C1C=C(C=C2)N2CCC(CC2)C(=O)OC(C)(C)C)C2C(N(C(CC2)=O)C)=O)=O